4-(2-(dodecyloxy)ethyl)phenol C(CCCCCCCCCCC)OCCC1=CC=C(C=C1)O